3,3'''-didodecyl-quaterthiophene CCCCCCCCCCCCC1=C(SC=C1)C2=C(SC=C2)C3=C(SC=C3)C4=C(C=CS4)CCCCCCCCCCCC